N1CC(C1)C1=NC(=NO1)C1=C(C=C(C=C1)Cl)C(F)(F)F 5-(azetidin-3-yl)-3-[4-chloro-2-(trifluoromethyl)phenyl]-1,2,4-oxadiazole